9-ethyl-N-(4-(ethylsulfonyl)benzyl)-6-isopropoxy-9H-carbazole-3-amide C(C)N1C2=CC=C(C=C2C=2C=C(C=CC12)C(=O)NCC1=CC=C(C=C1)S(=O)(=O)CC)OC(C)C